1-[2-[5-methyl-3-(trifluoromethyl)-1H-pyrazol-1-yl]acetyl]-4-piperidinecarboxamide CC1=CC(=NN1CC(=O)N1CCC(CC1)C(=O)N)C(F)(F)F